1-(2-amino-4,6-difluorophenyl)ethanone NC1=C(C(=CC(=C1)F)F)C(C)=O